2-Amino-1,3-propylene diacrylate C(C=C)(=O)OCC(COC(C=C)=O)N